rac-ethyl (2S,3R)-3-(3,4-difluoro-2-methoxyphenyl)-3-hydroxy-2-mercaptopropanoate FC=1C(=C(C=CC1F)[C@H]([C@@H](C(=O)OCC)S)O)OC |r|